methyl 4-((tert-butoxycarbonyl)amino)-5-chloro-2-(methoxy-d3)benzoate C(C)(C)(C)OC(=O)NC1=CC(=C(C(=O)OC)C=C1Cl)OC([2H])([2H])[2H]